CNC1=CC=C(C=C1)S(=O)(=O)O 4-methylamino-phenylsulfonic acid